FC(C1=CC=C(C=C1)C=1N=C(N2C1C=CC=C2)N2CC(C2)C(=O)O)(F)F 1-(1-(4-(trifluoromethyl)phenyl)imidazo[1,5-a]pyridin-3-yl)azetidine-3-carboxylic acid